SULFONYLAMINOBENZAMIDE S(=O)(=O)=NC1=C(C(=O)N)C=CC=C1